CN(C1=C(C=CC=C1)[C@H]1NCCC1)C (S)-2-(2-(dimethylamino)phenyl)pyrrolidine